(S)-7-Fluoro-N-(3-hydroxy-1-phenylpropyl)-5-(4-(trifluoromethyl)phenyl)-3,4-dihydroisoquinoline-2(1H)-carboxamide FC1=CC(=C2CCN(CC2=C1)C(=O)N[C@@H](CCO)C1=CC=CC=C1)C1=CC=C(C=C1)C(F)(F)F